Cl.O(C1=CC=CC=C1)C1=CC=C(C=C1)C1=NN2C(NCCC2)=C1C(=O)N 2-(4-phenoxyphenyl)-4,5,6,7-tetrahydropyrazolo[1,5-a]pyrimidine-3-carboxamide hydrochloride